5-chloro-N-((1r,4r)-4-((2-oxo-3-(quinolin-3-yl)-2,3-dihydro-1H-benzo[d]imidazol-1-yl)methyl)cyclohexyl)-2-(trifluoromethyl)nicotinamide ClC=1C=NC(=C(C(=O)NC2CCC(CC2)CN2C(N(C3=C2C=CC=C3)C=3C=NC2=CC=CC=C2C3)=O)C1)C(F)(F)F